NC1=NC=2C=CC(=CC2C2=C1C=NN2C([2H])([2H])[2H])C(=O)N(N(C)C(=O)C2CC2)CC2=NC=C(C=C2)C(F)(F)F 4-amino-N'-(cyclopropanecarbonyl)-N'-methyl-1-(methyl-d3)-N-((5-(trifluoromethyl)pyridin-2-yl)methyl)-1H-pyrazolo[4,3-c]quinoline-8-carbohydrazide